N1=CC(=CC=C1)C=1C=C2C=CC(=NC2=CC1)N1CCCCC1 1-(6-(Pyridin-3-yl)chinolin-2-yl)piperidin